1-(2-Bromophenyl)-7-chloro-4-(methylamino)quinazolin-2(1H)-one BrC1=C(C=CC=C1)N1C(N=C(C2=CC=C(C=C12)Cl)NC)=O